8-(1,5-dimethyl-1H-1,2,3-triazol-4-yl)-5-isopropyl-2,7-naphthyridin CN1N=NC(=C1C)C=1N=CC(=C2C=CN=CC12)C(C)C